C(=O)C1=CC=C(C(=O)NCCCNC(OC(C)(C)C)=O)C=C1 Tert-butyl [3-(4-formylbenzamido)propyl]carbamate